5-ethyl-2-[4-[[(1R,3S)-3-hydroxycyclohexyl]amino]pyrido[3,4-d]pyridazin-1-yl]phenol C(C)C=1C=CC(=C(C1)O)C1=C2C(=C(N=N1)N[C@H]1C[C@H](CCC1)O)C=NC=C2